NC=1C=C(C=C(C1)C(COC)(F)F)[C@@H](C)NC1=NC(=NC2=CC(=C(C=C12)C1(CCOCC1)F)OC)C (R)-N-(1-(3-Amino-5-(1,1-difluoro-2-methoxyethyl)phenyl)ethyl)-6-(4-fluorotetrahydro-2H-pyran-4-yl)-7-methoxy-2-methylquinazolin-4-amine